FC(C)(F)C1=CC=C(C=N1)CC#N 2-(6-(1,1-difluoroethyl)pyridin-3-yl)acetonitrile